C(C)OC1=CN=C(C=2N1C(=NC2C2=CC=C(C=C2)OC2=CC=CC=C2)C2CCOCC2)N 5-Ethoxy-1-(4-phenoxy-phenyl)-3-(tetrahydro-pyran-4-yl)-imidazo[1,5-a]pyrazin-8-ylamine